COC1=CC=C(CN(C2=C(N=C(S2)Br)C(C(C(CC)=O)Br)=O)CC2=CC=C(C=C2)OC)C=C1 1-(5-(bis(4-methoxybenzyl)amino)-2-bromothiazol-4-yl)-2-bromopentane-1,3-dione